N1(N=CC=C1)CC1=C(C=C(C(=O)NS(=O)(=O)C2=C(C=CC=C2)OC)C=C1)OC 4-((1H-pyrazol-1-yl)methyl)-3-methoxy-N-((2-methoxyphenyl)sulfonyl)benzamide